C1(CCCC1)CNC(=O)C=1C=C(C=NC1)C1=CC(=NC=C1)C=1NC(=C(N1)C)C N-(Cyclopentyl-methyl)-2'-(4,5-dimethyl-1H-imidazol-2-yl)-3,4'-bipyridine-5-carboxamide